1-(4,4-Difluorocyclohexyl)-3-nitro-1H-indazole FC1(CCC(CC1)N1N=C(C2=CC=CC=C12)[N+](=O)[O-])F